3-(7-((1-(2-((4-chlorophenyl)thio)acetyl)piperidin-4-yl)oxy)-1-methyl-1H-indazol-3-yl)piperidine-2,6-dione ClC1=CC=C(C=C1)SCC(=O)N1CCC(CC1)OC=1C=CC=C2C(=NN(C12)C)C1C(NC(CC1)=O)=O